5-(2,3-dichlorophenyl)pyrimidine-4-carbonitrile ClC1=C(C=CC=C1Cl)C=1C(=NC=NC1)C#N